FC(C=1C=C(C=NC1)N1CCCC1)(F)F (R)-1-(5-(trifluoromethyl)pyridin-3-yl)pyrrolidin